L-2-methylpiperazine CC1NCCNC1